C(C1CO1)OC1=CC=C(C=C1)N1C(C=CC1=O)=O N-(4-glycidyloxyphenyl)maleimide